1-isothiocyanato-3-methylthiopropane N(=C=S)CCCSC